(4S,5S)-4-hydroxy-5-((S)-5H-imidazo[5,1-a]isoindol-5-yl)-4,5,6,7-tetrahydropyrazolo[1,5-a]pyridine-3-carbonitrile O[C@@H]1C=2N(CC[C@H]1[C@@H]1N3C(C4=CC=CC=C14)=CN=C3)N=CC2C#N